N1C=C(C2=CC=CC=C12)CC(\C=C\C(C)C)N (E)-1-(1H-indol-3-yl)-5-methyl-hex-3-en-2-amine